(2S)-2-[(1R)-1-{[(2R)-2-methoxy-2-phenylacetyl]oxy}ethyl]morpholine-4-carboxylic acid tert-butyl ester C(C)(C)(C)OC(=O)N1C[C@H](OCC1)[C@@H](C)OC([C@@H](C1=CC=CC=C1)OC)=O